Ethyl 2-({[2,6-bis(propan-2-yl)phenyl]carbamoyl}oxy)-acetate CC(C)C1=C(C(=CC=C1)C(C)C)NC(=O)OCC(=O)OCC